(4Z)-4-(1,3-Benzothiazol-6-ylmethylene)-2-[[(1R)-2-methoxy-1-phenyl-1-ethyl]amino]-1H-imidazol-5-one S1C=NC2=C1C=C(C=C2)\C=C\2/N=C(NC2=O)N[C@@H](COC)C2=CC=CC=C2